OC(CCCCCCCCCCCCCC(=O)O)CC=CCC=CCCC 15-Hydroxy-tetracosa-17,20-dienoic acid